5-[6-methoxy-5-[(5-methyl-3-phenyl-isoxazole-4-carbonyl)amino]-2-pyridinyl]pyrimidine-2-carboxylic acid COC1=C(C=CC(=N1)C=1C=NC(=NC1)C(=O)O)NC(=O)C=1C(=NOC1C)C1=CC=CC=C1